CC1=CC(=NC(=C1)C)CN1CCOC2=C(C1=O)C=C(C=C2C=2C(=NC=CC2)C)CN2C(=NC=C2)C 4-((4,6-Dimethylpyridin-2-yl)methyl)-7-((2-methyl-1H-imidazol-1-yl)methyl)-9-(2-methylpyridin-3-yl)-3,4-dihydrobenzo[f][1,4]oxazepin-5(2H)-one